(R)-2-(3-(1-aminoethyl)-2-fluorophenyl)-2,2-difluoroethan-1-ol N[C@H](C)C=1C(=C(C=CC1)C(CO)(F)F)F